4-Bromo-2-(trifluoromethoxy)benzoic acid ethyl ester C(C)OC(C1=C(C=C(C=C1)Br)OC(F)(F)F)=O